4,6-dichloro-2-(4-methoxybenzyl)-5-(2-methoxyphenoxy)pyrimidine ClC1=NC(=NC(=C1OC1=C(C=CC=C1)OC)Cl)CC1=CC=C(C=C1)OC